CN(C1=NC=CC(=C1)C=1C=C(C=CC1)C=1N=C(SC1)NC(=O)[C@H]1N(CC1)C(=O)C=1C=CC2=C(S(CCOC2)(=O)=O)C1)C (S)-N-(4-(3-(2-(dimethylamino)pyridin-4-yl)phenyl)thiazol-2-yl)-1-(1,1-dioxido-2,3-dihydro-5H-benzo[e][1,4]oxathiepine-8-carbonyl)azetidine-2-carboxamide